C(C)(C)(C)N(C1CNCC1)C N-(tert-butyl)-N-methylpyrrolidin-3-amine